(1R,5S)-3-[4-[(5-cyclopropyl-1H-pyrazol-3-yl)amino]pyrimidin-2-yl]-3,6-diazabicyclo[3.2.0]heptane-6-carboxylic acid tert-butyl ester C(C)(C)(C)OC(=O)N1[C@@H]2CN(C[C@@H]2C1)C1=NC=CC(=N1)NC1=NNC(=C1)C1CC1